ONC(C1=C(C=CC(=C1)S(N(C)CC1=CC=C(C=C1)OC)(=O)=O)NC1=CC=C(C=C1)S(F)(F)(F)(F)F)=N N-hydroxyl-5-(N-(4-methoxybenzyl)-N-methylsulfamoyl)-2-((4-(pentafluoro-λ6-sulfanyl)phenyl)amino)Benzamidine